OC(CN(C(OC(C)(C)C)=O)CC(C=C)O)C=C tert-butyl bis(2-hydroxybut-3-enyl)carbamate